C(C)(C)NC(C(=O)C=1C(NC2=C(C=CC=C2C1)OCC1=CC=CC=C1)=O)CC (2-isopropylaminobutyryl)-8-benzyloxyquinolone